2-(1,4-dioxaspiro[4.5]decane-8-yl)nicotinaldehyde O1CCOC12CCC(CC2)C2=C(C=O)C=CC=N2